C(C1=CC=CC=C1)OC1=CC=C(C(=N1)C1=N[C@H](/C(/NC2=C1C(=C(C=C2)C(F)(F)F)Cl)=N/C(C(=O)NC(C)C)CO)C)F ((Z)-[(3S)-5-(6-benzyloxy-3-fluoro-2-pyridyl)-6-chloro-3-methyl-7-(trifluoromethyl)-1,3-dihydro-1,4-benzodiazepin-2-ylidene]amino)-3-hydroxy-N-isopropyl-propanamide